(S)-6,7-dichloro-N-methoxy-1-methyl-1,3,4,5-tetrahydro-2H-pyrido[4,3-b]indole-2-carboxamide ClC1=C(C=CC=2C3=C(NC12)CCN([C@H]3C)C(=O)NOC)Cl